FC1=C(CC2=NC3=C(N2[C@@H]2COCC2(C)C)C=C(C=C3)C(=O)O)C=C(C(=C1)C1=NC(=CC=C1)OCC1=C(C=C(C=C1)N1N=NC(=C1)C)F)F (S)-2-(2,5-difluoro-4-(6-((2-fluoro-4-(4-methyl-1H-1,2,3-triazol-1-yl)benzyl)oxy)pyridin-2-yl)benzyl)-1-(4,4-dimethyltetrahydrofuran-3-yl)-1H-benzo[d]imidazole-6-carboxylic acid